(2R,3R)-3-((2R,3S)-3-hydroxypentan-2-yl)oxiran tert-butyl-4-hydroxy-2,3,7,10-tetrazatricyclo[7.4.0.02,6]trideca-1(9),3,5,7-tetraene-10-carboxylate C(C)(C)(C)OC(=O)N1C=2C=NC3=CC(=NN3C2CCC1)O.O[C@H]([C@@H](C)[C@@H]1CO1)CC